P(=O)(OCCO)([O-])[O-] (2-hydroxyethyl) Phosphate